Cl.Cl.C(C1=CC=CC=C1)[C@H]1C[C@@H](NC1)C(=O)N[C@H](C(=O)NCC=1C=C2C(=NC1)N(C=C2Cl)C)C (2R,4S)-4-benzyl-N-((S)-1-(((3-chloro-1-methyl-1H-pyrrolo[2,3-b]pyridin-5-yl)methyl)amino)-1-oxopropan-2-yl)pyrrolidine-2-carboxamide dihydrochloride